C(C)(C)(C)OC(=O)N1CC(C1)CC1=CC=C(C=C1)OCC1=CC=CC=C1 3-(4-(benzyloxy)benzyl)azetidine-1-carboxylic acid tert-butyl ester